FC1=C(C2=C(CCO2)C=C1)COC1=C(C=C(C(=C1)[N+](=O)[O-])F)OC 6-fluoro-7-((4-fluoro-2-methoxy-5-nitrophenoxy)methyl)-2,3-dihydrobenzofuran